The molecule is a C-glycosyl compound that is beta-D-glucopyranose in which the anomeric hydroxy group is replaced by a 4,5-dihydroxy-2-(hydroxymethyl)-10-oxo-9,10-dihydroanthracen-9-yl moiety (the 9S diastereoisomer). It has a role as a metabolite and a laxative. It is a C-glycosyl compound, a member of anthracenes, a cyclic ketone and a member of phenols. C1=CC2=C(C(=C1)O)C(=O)C3=C([C@H]2[C@H]4[C@@H]([C@H]([C@@H]([C@H](O4)CO)O)O)O)C=C(C=C3O)CO